(S)-4-ethyl-8-fluoro-4-hydroxy-9-methoxy-11-((4-(phenylsulfonyl)piperazin-1-yl)methyl)-1,12-dihydro-14H-pyrano[3',4':6,7]indolizino[1,2-b]quinoline-3,14(4H)-dione C(C)[C@]1(C(OCC=2C(N3CC=4C(=NC=5C=C(C(=CC5C4CN4CCN(CC4)S(=O)(=O)C4=CC=CC=C4)OC)F)C3=CC21)=O)=O)O